N-[4-(3-cyanophenyl)-5-[2-[(1S)-1-hydroxyethyl]-6-methyl-4-pyridyl]thiazol-2-yl]-2-oxa-6-azaspiro[3.3]heptane C(#N)C=1C=C(C=CC1)C=1N=C(SC1C1=CC(=NC(=C1)C)[C@H](C)O)N1CC2(COC2)C1